FCC(CN(CCC(C(=O)O)NC(=O)C1(CC1)C1=CC=NC2=CC=CC=C12)CCCCC1=NC=2NCCCC2C=C1)OC 4-[[3-fluoro-2-methoxy-propyl]-[4-(5,6,7,8-tetrahydro-1,8-naphthyridin-2-yl)butyl]amino]-2-[[1-(4-quinolyl)cyclopropanecarbonyl]amino]butanoic acid